4-(6-fluoro-2,2-dioxido-3,4-dihydrobenzo[e][1,2,3]oxathiazin-8-yl)-N,N-dimethylbenzamide FC=1C=C(C2=C(CNS(O2)(=O)=O)C1)C1=CC=C(C(=O)N(C)C)C=C1